3-(4-cyano-2-methoxy-phenoxy)-N-(5-cyano-3-pyridyl)-5-methyl-6-(trifluoromethyl)pyridazine-4-carboxamide C(#N)C1=CC(=C(OC=2N=NC(=C(C2C(=O)NC=2C=NC=C(C2)C#N)C)C(F)(F)F)C=C1)OC